C1(CC1)C1=CC=C2C(=NC(N(C2=C1)C=1C(=NC=CC1)C)=O)NC 7-Cyclopropyl-4-(methylamino)-1-(2-methylpyridin-3-yl)quinazolin-2(1H)-one